(E)-(3-(3-(naphthalen-2-yl)-1-phenyl-1H-pyrazol-4-yl)acryloyl)-L-glutamine C1=C(C=CC2=CC=CC=C12)C1=NN(C=C1/C=C/C(=O)N[C@@H](CCC(N)=O)C(=O)O)C1=CC=CC=C1